C1(CCCCC1)C1=NC2=C(N1CCCC1=CC=CC=C1)C=C(C=C2)OC cyclohexyl-6-methoxy-1-(3-phenylpropyl)-1H-benzo[d]Imidazole